CC1=CC=C(C=C1)S(=O)(=O)O[C@@H]1C[C@@H](C1)N(C)C(=O)OC(C)(C)C cis-3-((tert-butoxycarbonyl)(methyl)amino)cyclobutyl 4-methylbenzenesulfonate